2-(3-((R or S)-1-(((R)-((R)-7-fluoro-1,2,3,4-tetrahydropyrido[2,3-b]pyrazin-3-yl)(phenyl)methyl)amino)propan-2-yl)-2-methoxyphenyl)acetic acid FC1=CC2=C(N[C@H](CN2)[C@@H](C2=CC=CC=C2)NC[C@H](C)C=2C(=C(C=CC2)CC(=O)O)OC)N=C1 |o1:18|